[S].N1(CCOCC1)CCCNC(CC1=CC=CC=C1)=O N-[3-(morpholin-4-yl)propyl]-2-phenylacetamide sulphur